N-[[(2S,5S)-2-[3-(4-chlorophenyl)phenyl]-3-oxo-1,4-oxazepan-5-yl]methyl]pyridazine-3-carboxamide ClC1=CC=C(C=C1)C=1C=C(C=CC1)[C@@H]1OCC[C@H](NC1=O)CNC(=O)C=1N=NC=CC1